17β-hydroxy-androsta-1,4-diene-3-one O[C@@H]1[C@]2(C)[C@@H](CC1)[C@@H]1CCC3=CC(C=C[C@]3(C)[C@H]1CC2)=O